dimethylaminoethylmethacrylate hydrochloride salt Cl.CN(C)CCOC(C(=C)C)=O